(E)-4-(4-methoxystyryl)aniline COC1=CC=C(/C=C/C2=CC=C(N)C=C2)C=C1